C(C)(=O)OC1CN(CC1)C(N[C@@H](C)C1=CC=C(C=C1)C1=C(N=CS1)C)=O ((S)-1-(4-(4-methylthiazol-5-yl)phenyl) ethyl carbamoyl)pyrrolidin-3-yl acetate